2-(diphenylphosphino)-1-(naphthalen-1-yl)pyrrole C1(=CC=CC=C1)P(C=1N(C=CC1)C1=CC=CC2=CC=CC=C12)C1=CC=CC=C1